(5-(pyridine-3-yl)thiazole-2-yl)benzene-1,3-diamine N1=CC(=CC=C1)C1=CN=C(S1)C1=C(C=CC=C1N)N